11-(3-(dimethylamino)propyl)-6,11-dihydro-5H-indolo[3,2-c]isoquinolin-5-one CN(CCCN1C2=CC=CC=C2C=2NC(C3=CC=CC=C3C21)=O)C